2-hydroxy-glutaryl-CoA OC(C(=O)SCCNC(CCNC([C@@H](C(COP(OP(OC[C@@H]1[C@H]([C@H]([C@@H](O1)N1C=NC=2C(N)=NC=NC12)O)OP(=O)(O)O)(=O)O)(=O)O)(C)C)O)=O)=O)CCC(=O)O